(cis)-methyl 3,3-difluorooctahydrocyclopenta[b]pyrrole-5-carboxylate FC1(C2C(NC1)CC(C2)C(=O)OC)F